5-methoxy-6-methylpyrimidin-4-amine COC=1C(=NC=NC1C)N